5-fluoro-8-(4-fluorophenyl)-9-(1,3-diazaspiro[4.5]decane-2,4-dione-3-yl)-8,9-dihydro-2H-pyrido[4,3,2-de]phthalazine-3(7H)-one-7-carboxylic acid tert-butyl ester C(C)(C)(C)OC(=O)N1C(C(C2=NNC(C=3C=C(C=C1C23)F)=O)N2C(NC3(C2=O)CCCCC3)=O)C3=CC=C(C=C3)F